NC=1C(=NC(=C(C1)F)OCC1=C(C=CC=C1)F)NC(C)=O N-(3-amino-5-fluoro-6-((2-fluorobenzyl)oxy)pyridin-2-yl)acetamide